FC=1C=C(C(=O)NO)C=C(C1SC1=NN=C(N1C)C=1N=NC=CC1)F 3,5-difluoro-4-[(4-methyl-5-pyridazin-3-yl-1,2,4-triazol-3-yl)mercapto]benzohydroxamic acid